C1=CCN2C(C=CC3=C2C1=CC=C3)=O 5H-benzo[ij]quinolizin-5-one